CC1=CC=C(C=C1)S(=O)(=O)NC(=O)NC1=CC(=CC=C1)OS(=O)(=O)C1=CC=C(C)C=C1 N-(p-toluenesulfonyl)-N'-(3-p-toluenesulfonyloxy-phenyl)urea